C(C=C)N1N(C2=NC(=NC=C2C1=O)NC1=CC=C(C=C1)N(CCCCNC(OC(C)(C)C)=O)C)C1=NC(=CC=C1)C(C)(C)O tert-butyl (4-((4-((2-allyl-1-(6-(2-hydroxypropan-2-yl)pyridin-2-yl)-3-oxo-2,3-dihydro-1H-pyrazolo[3,4-d]pyrimidin-6-yl)amino)phenyl)(methyl)amino)butyl)carbamate